ClC1=C(C(=NC=2N1C(N(N2)C)=O)N2CC=1C=C(C=NC1CC2)C(F)(F)F)C 5-chloro-2,6-dimethyl-7-(3-(trifluoromethyl)-7,8-dihydro-1,6-naphthyridin-6(5H)-yl)-[1,2,4]triazolo[4,3-a]pyrimidin-3(2H)-one